(S)-(3-chloro-2,4-difluorophenyl)((trans)-3-(trifluoromethyl)-cyclobutyl)-methylamine oxalate C(C(=O)O)(=O)O.ClC=1C(=C(C=CC1F)N(C)[C@@H]1C[C@H](C1)C(F)(F)F)F